O1C(OCC1)C1=CC(=C(C=C1)C=1C=2N(C(=NC1)NCC1=C(C=CC3=C1CCO3)F)C=C(N2)C(=O)O)C 8-(4-(1,3-dioxolan-2-yl)-2-methylphenyl)-5-(((5-fluoro-2,3-dihydrobenzofuran-4-yl)methyl)amino)imidazo[1,2-c]pyrimidine-2-carboxylic acid